2-isopropylisothiazolo[5,4-b]pyridine-3(2H)-one C(C)(C)N1SC2=NC=CC=C2C1=O